N-(4-Bromo-6-fluoro-5-(fluoromethoxy-d2)naphthalen-2-yl)-2-hydroxy-2-methylpropanamide BrC1=CC(=CC2=CC=C(C(=C12)OC([2H])([2H])F)F)NC(C(C)(C)O)=O